CC=1SC(=C(N1)C)C=1C=C(C(=O)N[C@H](CN2CCN(CC2)C(=O)OC(C)(C)C)C)C=CC1 tert-butyl 4-[(2S)-2-[[3-(2,4-dimethyl-1,3-thiazol-5-yl)benzoyl]amino]propyl]piperazine-1-carboxylate